ClC1=CC=C(C=C1)[C@@H]([C@@H](C)NC(C1=CC=CC=C1)=O)O N-((1S,2R)-1-(4-chlorophenyl)-1-hydroxypropan-2-yl)benzamide